C(C)(C)(C)OC(=O)NC1CCC(CC1)=O 4-(tert-butyloxycarbonylamino)cyclohexanone